C(C(=C)C)(=O)O.C1(O)=CC=C(O)C=C1 hydroquinone monomethacrylate